1-(5-(3-chloro-4-isopropoxyphenyl)-1,2,4-oxadiazol-3-yl)-3-fluoro-1H-indole ClC=1C=C(C=CC1OC(C)C)C1=NC(=NO1)N1C=C(C2=CC=CC=C12)F